FC=1C=C(C(=O)NC=2SC(=CN2)C2=CC=C(C=C2)S(N)(=O)=O)C=C(C1O)C=O 3-fluoro-5-formyl-4-hydroxy-N-(5-(4-sulfamoylphenyl)thiazol-2-yl)benzamide